C(SCCO)(SCC1=CC=CC=C1)=S (2-hydroxyethyl) benzyl trithiocarbonate